[6-(3-cyclopropyl-1H-1,2,4-triazol-5-yl)-2-azaspiro[3.3]heptan-2-yl]-[6-[[5-(trifluoromethyl)-1,2,4-oxadiazol-3-yl]methyl]-2-azaspiro[3.3]heptan-2-yl]methanone C1(CC1)C1=NNC(=N1)C1CC2(CN(C2)C(=O)N2CC3(C2)CC(C3)CC3=NOC(=N3)C(F)(F)F)C1